N1CCC(CC1)C=1C=CC=C2C(=CN=CC12)N1C(NC(CC1)=O)=O 1-[8-(4-piperidinyl)-4-isoquinolinyl]Hexahydropyrimidine-2,4-dione